Methyl 4-(4-bromothien-2-yl)-4-oxobutyrate BrC=1C=C(SC1)C(CCC(=O)OC)=O